oxybis[2,6-bis(methoxymethyl)phenol] O(C=1C(=C(C(=CC1)COC)O)COC)C=1C(=C(C(=CC1)COC)O)COC